C(CCCCCCCCCCCCCCCCC)(=O)OC[C@@H](OC(CCCCCCC\C=C/C\C=C/CCCCC)=O)COP(=O)([O-])OCC[N+](C)(C)C 1-stearoyl-2-linoleoyl-sn-glycero-3-phosphocholine